2,6-di-t-butyl-4-hydroxyphenol C(C)(C)(C)C1=C(C(=CC(=C1)O)C(C)(C)C)O